N-((S)-1-(2-methoxy-4-(4,4,5,5-tetramethyl-1,3,2-dioxaborolan-2-yl)phenyl)ethyl)-2-methylpropane-2-sulfinamide COC1=C(C=CC(=C1)B1OC(C(O1)(C)C)(C)C)[C@H](C)NS(=O)C(C)(C)C